O1CCCC1.[Li].[Li] Lithium Lithium Tetrahydrofuran